(terphenylyl)(carbazolylphenyl)(dibenzofuranyl)triazine 2-methoxy-4-[7-(4-hydroxyphenyl)-3,5-dioxohepta-1,6-dieneyl]phenolate COC1=C(C=CC(=C1)C=CC(CC(C=CC1=CC=C(C=C1)O)=O)=O)[O-].C1(=C(C=CC=C1)C1=C(C(=NN=N1)C1=CC=CC=2OC3=C(C21)C=CC=C3)C3=C(C=CC=C3)C3=CC=CC=2C1=CC=CC=C1NC32)C=3C(=CC=CC3)C3=CC=CC=C3